(1R,5S,6s)-3-(3,3-dimethylbutyl)-N-[6-(2-methylindazol-5-yl)pyridazin-3-yl]-3-azabicyclo[3.1.0]hexan-6-amine CC(CCN1C[C@@H]2C([C@@H]2C1)NC=1N=NC(=CC1)C1=CC2=CN(N=C2C=C1)C)(C)C